4-[4'-(tert-butyl)phenyl]-2,6-bis(4-aminophenyl)pyridine C(C)(C)(C)C1=CC=C(C=C1)C1=CC(=NC(=C1)C1=CC=C(C=C1)N)C1=CC=C(C=C1)N